1,1,1,3,3,3-hexaiodo-2-iso-butyldisilazane I[Si](N([Si](I)(I)I)CC(C)C)(I)I